C(CCCCCCCCCC)(=O)OC[C@@H](OC(CCCCCCCCCC)=O)COP(=O)(O)OCC[N+](C)(C)C 1,2-di(undecoyl)-sn-glycero-3-phosphorylcholine